1-(4-(2-(7,8-dimethyl-[1,2,4]triazolo[1,5-a]pyridin-6-yl)-3-isopropyl-1H-indol-5-yl)piperidin-1-yl)ethan-1-one CC1=C(C=2N(C=C1C=1NC3=CC=C(C=C3C1C(C)C)C1CCN(CC1)C(C)=O)N=CN2)C